N-[2-[tert-butoxycarbonyl(methyl)amino]ethyl]carbamate C(C)(C)(C)OC(=O)N(CCNC([O-])=O)C